1-hydroxy-ethylphosphonic acid OC(C)P(O)(O)=O